2-nonylacryloxyethyl-phosphorylcholine C(CCCCCCCC)C(C(=O)OCCP(=O)=C(O)C[N+](C)(C)C)=C